2'-(2,6-difluoro-3,5-dimethoxyphenyl)-6'-(1-(1-(methylsulfonyl)pyrrolidin-3-yl)-1H-pyrazol-4-yl)-1'H-spiro[cyclopropane-1,4'-[2,7]naphthyridin]-3'(2'H)-one FC1=C(C(=C(C=C1OC)OC)F)N1CC2=CN=C(C=C2C2(C1=O)CC2)C=2C=NN(C2)C2CN(CC2)S(=O)(=O)C